(2,3-dichlorobenzamidomethyl)-16-oxo-androst-5-ene-3beta-ol acetate C(C)(=O)O[C@@H]1CC2=CC[C@H]3[C@@H]4CC(C[C@@]4(CCNC(C4=C(C(=CC=C4)Cl)Cl)=O)CC[C@@H]3[C@]2(CC1)C)=O